ClC1=C(C=CC=C1)N(C(CN(CCC)CC1=NC2=CC=C(C=C2C(N1)=O)F)=O)C N-(2-chlorophenyl)-2-(((6-fluoro-4-oxo-3,4-dihydroquinazolin-2-yl)methyl)(propyl)amino)-N-methylacetamide